N(=C=O)C1C(CC(CC1)CC1CC(C(CC1)N=C=O)C)C bis(4-isocyanato-3-methyl-cyclohexyl)-methane